NCC1=NNC(C2=C1C=C(N=C2NCCCCCCCCCCCCCC)Br)=O 1-(aminomethyl)-7-bromo-5-[(tridecylmethyl)amino]-3,4-dihydropyrido[4,3-d][1,2]diazin-4-one